FC1=C(C=C(C=C1)C)CN1CC(N(C(C1)C)C(C(C)C)=O)C(=O)NCC1=CC=C(C=C1)C=1OC=CC1 4-[(2-fluoro-5-methylphenyl)methyl]-N-{[4-(furan-2-yl)phenyl]methyl}-6-methyl-1-(2-methylpropanoyl)piperazine-2-carboxamide